2-(2-((2,4-dinitrophenyl)amino)ethoxy)ethan-1-ol [N+](=O)([O-])C1=C(C=CC(=C1)[N+](=O)[O-])NCCOCCO